4-((2S,4r,6S)-2-cyano-7-((5-methoxy-7-methyl-1H-indol-4-yl)methyl)-7-azaspiro[3.5]nonan-6-yl)-N-methyl-N-(oxetan-3-ylmethyl)benzamide C(#N)C1CC2(C1)C[C@H](N(CC2)CC2=C1C=CNC1=C(C=C2OC)C)C2=CC=C(C(=O)N(CC1COC1)C)C=C2